COC[C@@H](C)NC1=NN2C(C=N1)=C(C=C2)C=2C=C1C(=NC=NC1=CC2)OC (R)-N-(1-methoxypropan-2-yl)-5-(4-methoxyquinazolin-6-yl)pyrrolo[2,1-f][1,2,4]triazin-2-amine